(3R)-3-{[7-(2-hydroxypropan-2-yl)-2-(4-methoxyphenyl)[1,2,4]triazolo[1,5-c]quinazolin-5-yl]amino}azepin-2-one OC(C)(C)C1=CC=CC=2C=3N(C(=NC12)NC=1C(N=CC=CC1)=O)N=C(N3)C3=CC=C(C=C3)OC